N',N',N,N-tetramethylethylenediamine CN(CCN(C)C)C